2-((5-cinnamyl-6-hydroxy-4-oxo-1,4-dihydropyrimidin-2-yl)thio)-N-(4-fluorophenethyl)acetamide C(C=CC1=CC=CC=C1)C=1C(N=C(NC1O)SCC(=O)NCCC1=CC=C(C=C1)F)=O